ClC1=CC2=C(C(=N1)C)C=C(N2C(F)F)C2=CC=C(C=C2)S(=O)(=O)C 6-chloro-1-(difluoromethyl)-4-methyl-2-(4-methylsulfonylphenyl)pyrrolo[3,2-c]pyridine